5-(1,3-Benzothiazole-6-sulfonyl)-N-[(4-methoxyphenyl)methyl]-1H,2H,3H,4H,5H,6H-pyrrolo[3,4-c]pyrrole-2-carboxamide S1C=NC2=C1C=C(C=C2)S(=O)(=O)N2CC1=C(C2)CN(C1)C(=O)NCC1=CC=C(C=C1)OC